7-Chloro-5-(2-(2-fluoro-6-(piperazin-1-ylmethyl)pyridin-4-yl)-1H-pyrrolo[2,3-b]pyridin-4-yl)-1H-indazol-3-amine ClC=1C=C(C=C2C(=NNC12)N)C1=C2C(=NC=C1)NC(=C2)C2=CC(=NC(=C2)CN2CCNCC2)F